di-i-propylbenzene C(C)(C)C1=C(C=CC=C1)C(C)C